ClCCC=1N=C2N(C=3C=CC=CC3C=3C=CC=CC23)C1 (2-chloroethyl)imidazo[1,2-f]phenanthridine